tert-butyl (5-(2-(5-benzyl-5-hydroxyhexahydrocyclopenta[c]pyrrol-2(1H)-yl)acetyl)pyridin-2-yl)carbamate C(C1=CC=CC=C1)C1(CC2C(CN(C2)CC(=O)C=2C=CC(=NC2)NC(OC(C)(C)C)=O)C1)O